CN(C1CCC(CC1)N(C=1SC2=C(N=NC(=C2)C2=C(C=C(C=C2)C=2C=NNC2)O)N1)C)C 2-(6-{[(1r,4r)-4-(Dimethylamino)cyclohexyl](methyl)amino}[1,3]thiazolo[4,5-c]pyridazin-3-yl)-5-(1H-pyrazol-4-yl)phenol